tert-butyl (S)-2-(4-(4,4,5,5-tetramethyl-1,3,2-dioxaborolan-2-yl)indoline-1-carbonyl)pyrrolidine-1-carboxylate CC1(OB(OC1(C)C)C1=C2CCN(C2=CC=C1)C(=O)[C@H]1N(CCC1)C(=O)OC(C)(C)C)C